2-(4-((6-chlorobenzo[d]oxazol-2-yl)oxy)phenoxy)propionic acid potassium salt [K+].ClC1=CC2=C(N=C(O2)OC2=CC=C(OC(C(=O)[O-])C)C=C2)C=C1